CS(=O)(=O)N[C@@H]([C@H](N)C1=CC=CC=C1)C1=CC=CC=C1 (R,R)-N-(methanesulfonyl)-1,2-diphenylethylenediamine